4-imidazo[1,2-a]Pyridine-7-yl-pyrazole-1-carboxylic acid tert-butyl ester C(C)(C)(C)OC(=O)N1N=CC(=C1)C1=CC=2N(C=C1)C=CN2